O[C@H]1C2CCC(C1)N2CC(=O)C2=C(N(C(=C2)C(F)(F)F)C2=CC=C(C#N)C=C2)C (±)-4-(3-(2-((2R)-2-hydroxy-7-azabicyclo[2.2.1]heptan-7-yl)acetyl)-2-methyl-5-(trifluoromethyl)-1H-pyrrol-1-yl)benzonitrile